1-((1S,4S)-5-(4-((3-chloro-4-((1-methyl-1H-pyrazol-3-yl)oxy)phenyl)amino)quinazolin-6-yl)-2,5-diazabicyclo[2.2.1]heptan-2-yl)prop-2-en-1-one ClC=1C=C(C=CC1OC1=NN(C=C1)C)NC1=NC=NC2=CC=C(C=C12)N1[C@@H]2CN([C@H](C1)C2)C(C=C)=O